1-(2-methylquinolin-6-yl)ethan-1-ol CC1=NC2=CC=C(C=C2C=C1)C(C)O